O1[C@H](COCC1)CN1N=C2C3=C(CCC2=C1)OC(=C3C(F)(F)F)C(=O)NCC=3N=CN(C3)C 2-[(2S)-1,4-Dioxan-2-ylmethyl]-N-[(1-methyl-1H-imidazol-4-yl)methyl]-8-(trifluoromethyl)-4,5-dihydro-2H-furo[2,3-g]indazol-7-carboxamide